C(C)(C)C1=C(C(=CC(=C1)B1OC(C(O1)(C)C)(C)C)C(C)C)NC(=O)NS(=O)(=O)C1=NN(C=C1)C(C)C N-((2,6-diisopropyl-4-(4,4,5,5-tetramethyl-1,3,2-dioxaborolan-2-yl)phenyl)carbamoyl)-1-isopropyl-1H-pyrazole-3-sulfonamide